6-bromo-5-hydrazinobenzo[d]oxazol-2(3H)-one hydrochloride Cl.BrC1=CC2=C(NC(O2)=O)C=C1NN